tert-butyl 4-((2-morpholinoethyl)amino)isoindoline-2-carboxylate O1CCN(CC1)CCNC1=C2CN(CC2=CC=C1)C(=O)OC(C)(C)C